[C-]#[C-].[Pd+2] Palladium acetylide